CS(=O)(=O)OC1=C(C(=C(C=C1)[N+](=O)[O-])CBr)CBr 1-methylsulfonyloxy-2,3-bis(bromomethyl)-4-nitrobenzene